CC1=CC=C(C=C1)S(=O)(=O)O.N1[C@@H](CC1)C(=O)N (S)-azetidine-2-formamide 4-methylbenzenesulfonate